5-(3,6-Dihydro-2H-pyran-4-yl)-4-hydroxy-N-[4-[(7-methoxy-1,5-naphthyridin-4-yl)oxy]phenyl]-6-methylpyridine-3-carboxamide O1CCC(=CC1)C=1C(=C(C=NC1C)C(=O)NC1=CC=C(C=C1)OC1=CC=NC2=CC(=CN=C12)OC)O